COC12CC(C1)(C2)NC(=O)NCC2=CC(=CC=C2)OC(F)(F)F 1-(3-methoxy-1-bicyclo[1.1.1]pentanyl)-3-[[3-(trifluoromethoxy)phenyl]methyl]urea